C(CCCC)OC(C)=O Pentylethanoate